FC(COS(=O)(=O)C(F)(F)F)F.ClCCC[Si](OCCCC)(CCC)CCC chloropropyl-dipropyl-butoxysilane 2,2-difluoroethyl-trifluoromethane-sulfonate